COC1=CC=C(C=C1)NC1=CC=NC=C1 N-(4-methoxyphenyl)pyridine-4-amine